N-(1-(5-bromo-6-oxo-1,6-dihydropyridin-3-yl)ethoxy)-4-(5-(trifluoromethyl)pyrimidin-2-yl)Piperazine-1-carboxamide BrC1=CC(=CNC1=O)C(C)ONC(=O)N1CCN(CC1)C1=NC=C(C=N1)C(F)(F)F